C(C1=CC=CC=C1)OC=1C=C(OCCOCCOCCOCCOCCOCCOCCOC2CCN(CC2)C(=O)OC(C)(C)C)C=CC1 tert-butyl 4-[2-[2-[2-[2-[2-[2-[2-(3-benzyloxyphenoxy)ethoxy]ethoxy]ethoxy]ethoxy]ethoxy]ethoxy] ethoxy]piperidine-1-carboxylate